C(C)S(=O)(=O)O.C(C(=C)C)(=O)O (methacrylic acid) ethanesulfonate